4-((2s,5r)-4-(1-(4-(azidomethyl)phenyl)ethyl)-5-ethyl-2-methylpiperazin-1-yl)-1-methyl-2-oxo-1,2-dihydropyrido[3,2-d]pyrimidine-6-carbonitrile N(=[N+]=[N-])CC1=CC=C(C=C1)C(C)N1C[C@@H](N(C[C@H]1CC)C=1C2=C(N(C(N1)=O)C)C=CC(=N2)C#N)C